6-(2-aminopyrimidin-5-yl)-5-[4-[(3S)-1-(3-fluoropropyl)pyrrolidin-3-yl]oxyphenyl]-8,9-dihydro-7H-benzo[7]annulen-2-ol NC1=NC=C(C=N1)C1=C(C2=C(CCC1)C=C(C=C2)O)C2=CC=C(C=C2)O[C@@H]2CN(CC2)CCCF